NC1=CC=CC(=N1)S(=O)(=O)NC(=O)C=1C(=NC(=CC1)C1=C(C=CC(=C1)OC)OC)OC1=C(C=C(C=C1C)C)C N-[(6-Amino-2-pyridyl)sulfonyl]-6-(2,5-dimethoxyphenyl)-2-(2,4,6-trimethylphenoxy)pyridin-3-carboxamid